chlorobis(dimethylamino)phosphine ClP(N(C)C)N(C)C